N1-{2-[2-(3-chloro-4-methoxyphenyl)ethyl]-7-(3,5-dimethyl-1,2-oxazol-4-yl)imidazo[1,2-a]pyridin-3-yl}cyclohexane-1,4-diamine ClC=1C=C(C=CC1OC)CCC=1N=C2N(C=CC(=C2)C=2C(=NOC2C)C)C1NC1CCC(CC1)N